COC(=O)[C@H](C)C1=CC=C(CC(C)C)C=C1 R-ibuprofen methyl ester